1-(((3S)-1-((3-cyano-1-azetidinyl)sulfonyl)-3-piperidinyl)carbonyl)-N-(2,4-difluorobenzyl)-D-prolinamide C(#N)C1CN(C1)S(=O)(=O)N1C[C@H](CCC1)C(=O)N1[C@H](CCC1)C(=O)NCC1=C(C=C(C=C1)F)F